(E)-N-(4-(1-(6-(4-(4-(6-((2-(2,6-dioxopiperidin-3-yl)-1,3-dioxoisoindolin-5-yl)thio)hexyl)piperazin-1-yl)piperidin-1-yl)nicotinoyl)piperidin-4-yl)butyl)-3-(pyridin-3-yl)acrylamide O=C1NC(CCC1N1C(C2=CC=C(C=C2C1=O)SCCCCCCN1CCN(CC1)C1CCN(CC1)C1=NC=C(C(=O)N2CCC(CC2)CCCCNC(\C=C\C=2C=NC=CC2)=O)C=C1)=O)=O